Cl.FC1=C(C=CC(=N1)C(=O)NCC)N1CCNCC1 6-fluoro-N-ethyl-5-(piperazin-1-yl)picolinamide hydrochloride